2-chloroethan-1-ol ClCCO